2-((2-bromobenzyl)oxy)tetrahydro-2H-pyran Ethyl-(3R,4R)-3-amino-4-(hydroxymethyl)pyrrolidine-1-carboxylate Hydrochloride Cl.C(C)OC(=O)N1C[C@@H]([C@@H](C1)CO)N.BrC1=C(COC2OCCCC2)C=CC=C1